CS(=O)(=O)C1=CC=C(CC=2NC3=C(C=CC=C3C2)C=2N=NN(C2)C=2C=CC=C3C=CC(OC23)=O)C=C1 8-(4-(2-(4-methanesulfonylbenzyl)-1H-indol-7-yl)-1H-1,2,3-triazol-1-yl)-2H-chromen-2-one